N-methyl-N-ethyltryptamine-4-yl-ethyl carbonate hemi-fumarate C(\C=C\C(=O)O)(=O)O.C(OCCC=1C=CC=C2NC=C(CCN(CC)C)C12)(O)=O.CN(CCC1=CNC2=CC=CC(=C12)CCOC(O)=O)CC